9-(2,4,5-trifluorophenyl)-3,4-dihydropyrido[2,1-c][1,2,4]thiadiazine 2,2-dioxide FC1=C(C=C(C(=C1)F)F)C1=CC=CN2C1=NS(CC2)(=O)=O